BrC=1C=CC(=NC1C(C)N(C)C)NC(OC(C)(C)C)=O tert-butyl (5-bromo-6-(1-(dimethylamino)ethyl)pyridin-2-yl)carbamate